C[C@H]1C[NH+]([C@@H]2CC3=CNC4=CC=CC(=C34)[C@H]2[C@H]1OC(=O)C)C The molecule is an ammonium ion obtained by the protonation of the tertiary amino group of fumigaclavine A; major species at pH 7.3. It is an ammonium ion derivative and an organic cation. It is a conjugate acid of a fumigaclavine A.